(7-(2-Fluoro-5-methylphenyl)-2-azaspiro[3.5]nonan-2-yl)((1s,3s)-3-hydroxy-3-methylcyclobutyl)methanon FC1=C(C=C(C=C1)C)C1CCC2(CN(C2)C(=O)C2CC(C2)(C)O)CC1